NC1=CC=C(C=N1)C=1C=C2C(=NC=NC2=CC1)NCC1=NC=CC=C1 6-(6-aminopyridin-3-yl)-N-(pyridin-2-ylmethyl)quinazolin-4-amine